4'-((N-(4-Methoxyphenyl)pentanamido)methyl)biphenyl COC1=CC=C(C=C1)N(C(CCCC)=O)CC1=CC=C(C=C1)C1=CC=CC=C1